C1(CC1)\C=C\1/N=C(OC1=O)C1=CC(=CC=C1)C(F)(F)F (Z)-4-(cyclopropylmethylene)-2-(3-(trifluoromethyl)phenyl)oxazol-5(4H)-one